C[C@H]1N(CCC2=C1C1=C(N=NC(=C1)C1=C(C=CC=C1)O)N2)C2CCN(CC2)C2CCC(CC2)CN2CCNCC2 2-((R)-5-methyl-6-(1-((1s,4S)-4-(piperazin-1-ylmethyl)cyclohexyl)piperidin-4-yl)-6,7,8,9-tetrahydro-5H-pyrido[3',4':4,5]pyrrolo[2,3-c]pyridazin-3-yl)phenol